Methyl-5-(piperazin-1-yl)pyrazine CC1=NC=C(N=C1)N1CCNCC1